N-((cyclopropylmethyl)(4-methoxyphenyl)(oxo)-λ6-sulfaneylidene)-4-(5-(trifluoromethyl)-1,2,4-oxadiazol-3-yl)benzamide C1(CC1)CS(=NC(C1=CC=C(C=C1)C1=NOC(=N1)C(F)(F)F)=O)(=O)C1=CC=C(C=C1)OC